O1CCC(C12OCCCC2)N 1,6-dioxaspiro[4.5]decan-4-amine